ClC1=C2C=CN(C2=C(C=C1)C(=O)NC1CC2(CCC2)C1)CC1=CC=C(C=C1)N1CCOCC1 (Ra)-6-(4-chloro-1-(4-morpholinobenzyl)-1H-indole-7-carboxamido)spiro[3.3]heptane